4-Amino-6,8-dinitroquinazolin-2(1H)-one NC1=NC(NC2=C(C=C(C=C12)[N+](=O)[O-])[N+](=O)[O-])=O